C1(CC1)N1C(C=2N(CC1)C1=C(C2C=2C=NC(=CC2)OC)N=CC=C1)=O 8-cyclopropyl-10-(6-methoxypyridin-3-yl)-7,8-dihydropyrido[2',3':4,5]pyrrolo[1,2-a]pyrazin-9(6H)-one